[(1S)-1-[bis(trimethylsilyl)amino]-2-(3-tert-butoxycarbonyl-2-methoxy-phenyl)ethyl]boronic acid C[Si](C)(C)N([C@H](CC1=C(C(=CC=C1)C(=O)OC(C)(C)C)OC)B(O)O)[Si](C)(C)C